I[Si](C)(C)C iodo(trimethylsilane)